5-(3-(2-methoxypyridin-3-yl)pyrazolo[1,5-a]pyrimidin-5-yl)-1-neopentyl-4,5,6,7-tetrahydro-1H-[1,2,3]triazolo[4,5-c]pyridine COC1=NC=CC=C1C=1C=NN2C1N=C(C=C2)N2CC1=C(CC2)N(N=N1)CC(C)(C)C